(R)-6-cyclopropyl-8-(cyclopropylmethoxy)-2-methyl-4-((1-(2-methyl-3-(trifluoromethyl)phenyl)ethyl)amino)-2,6-dihydropyrido[3,4-d]pyridazine-1,7-dione C1(CC1)N1C=C2C(=NN(C(C2=C(C1=O)OCC1CC1)=O)C)N[C@H](C)C1=C(C(=CC=C1)C(F)(F)F)C